[Si](C)(C)(C(C)(C)C)OC(CC=C)C1=CC(=C(C=N1)C=1C=2N(C3=CC(=NC=C3C1)NC(=O)[C@@H]1[C@@H](C1)F)C=CN2)C (1r,2r)-N-[4-(6-{1-[(tert-butyldimethylsilyl)oxy]but-3-en-1-yl}-4-methylpyridin-3-yl)imidazo[1,2-a]1,6-naphthyridin-8-yl]-2-fluorocyclopropane-1-carboxamide